C/C(=C(\\C)/C(=O)[O-])/C(=O)[O-] The molecule is a dicarboxylic acid dianion that is obtained from dimethylmaleic acid by removal of a proton from each of the carboxylic acid groups. It derives from a maleate(2-). It is a conjugate base of a dimethylmaleic acid.